(2R)-1-(methylsulfinyl)propan CS(=O)CCC